tert-butyl (R)-3-(5-(2-(methoxymethoxy)-4-(trifluoromethyl)phenyl)-4-methyl-6-oxopyrimidin-1(6H)-yl)piperidine-1-carboxylate COCOC1=C(C=CC(=C1)C(F)(F)F)C1=C(N=CN(C1=O)[C@H]1CN(CCC1)C(=O)OC(C)(C)C)C